2-(4-hydroxy-2-(4-methoxybenzenesulfonamido)pyrimidine-5-carboxamido)acetic acid OC1=NC(=NC=C1C(=O)NCC(=O)O)NS(=O)(=O)C1=CC=C(C=C1)OC